5-(((trans-3-(3-cyclopropyl-4-(7-fluoro-2-isopropyl-2H-pyrazolo[4,3-c]pyridin-4-yl)-1H-pyrazol-1-yl)cyclobutyl)methyl)amino)-2-(2,6-dioxopiperidin-3-yl)isoindoline-1,3-dione C1(CC1)C1=NN(C=C1C1=NC=C(C=2C1=CN(N2)C(C)C)F)[C@@H]2C[C@H](C2)CNC=2C=C1C(N(C(C1=CC2)=O)C2C(NC(CC2)=O)=O)=O